tert-butyl N-[2-({1-[(tert-butyldiphenylsilyl)oxy]-3-(3,6-dichloro-5-methylpyridazin-4-yl)propan-2-yl}oxy)ethyl]-N-methylcarbamate [Si](C1=CC=CC=C1)(C1=CC=CC=C1)(C(C)(C)C)OCC(CC1=C(N=NC(=C1C)Cl)Cl)OCCN(C(OC(C)(C)C)=O)C